FC1(CC(C1)(C)CN1N=C(C(=C1C(=O)NC1=CC(=NC=C1)S(=O)(=N)C)C(F)(F)F)C1C(C1)C(F)(F)F)F 1-((3,3-difluoro-1-methylcyclobutyl)methyl)-N-(2-(S-methylsulfonimidoyl)pyridin-4-yl)-4-(trifluoromethyl)-3-(2-(trifluoromethyl)cyclopropyl)-1H-pyrazole-5-carboxamide